Methyl 4-((4-methoxybenzyl)amino)-7-methylimidazo[1,5-a]quinoxaline-8-carboxylate COC1=CC=C(CNC=2C=3N(C4=CC(=C(C=C4N2)C)C(=O)OC)C=NC3)C=C1